3-METHOXY-5-METHYLBENZALDEHYDE COC=1C=C(C=O)C=C(C1)C